(1R,3S)-3-(5-((2-((5-aminopentan-2-yl)oxy)pyridin-4-yl)amino)-1-(tert-butyl)-1H-pyrazol-3-yl)cyclopentyl (4-nitrophenyl) carbonate C(O[C@H]1C[C@H](CC1)C1=NN(C(=C1)NC1=CC(=NC=C1)OC(C)CCCN)C(C)(C)C)(OC1=CC=C(C=C1)[N+](=O)[O-])=O